trans-N-((trans-4-(4-Methoxy-3-methylphenyl)cyclohexyl)methyl)-4-(3-methoxypropoxy)-N-(3-(2-methoxythiazol-5-yl)phenyl)cyclohex-anecarboxamide COC1=C(C=C(C=C1)[C@@H]1CC[C@H](CC1)CN(C(=O)[C@@H]1CC[C@H](CC1)OCCCOC)C1=CC(=CC=C1)C1=CN=C(S1)OC)C